2,2,4-trifluoromethyl-5-trifluoromethoxy-1,3-dioxole FCC1(OC(=C(O1)CF)OC(F)(F)F)CF